C(C)OC1=NC=CC=C1C1=NC=2CN(CC3(CCN(CC3)C3=C(C(=CC=C3)OC)C(F)(F)F)C2C=C1)CC1NCCOC1 3-[[2-(2-ethoxy-3-pyridinyl)-1'-[3-methoxy-2-(trifluoromethyl)phenyl]spiro[6,8-dihydro-1,7-naphthyridine-5,4'-piperidine]-7-yl]methyl]morpholine